1,2-dihydro-3H-pyrazolo[3,4-d]pyrimidin-3-one hydrochloride Cl.N1NC(C=2C1=NC=NC2)=O